2,7-diazaspiro[3.5]nonane-7-carboxylic acid tert-butyl ester hydrochloride Cl.C(C)(C)(C)OC(=O)N1CCC2(CNC2)CC1